tert-butyl 4-(4-(2,6-dioxopiperidin-3-yl)phenyl)-[1,4'-bipiperidine]-1'-carboxylate O=C1NC(CCC1C1=CC=C(C=C1)C1CCN(CC1)C1CCN(CC1)C(=O)OC(C)(C)C)=O